C1(=CC=CC=C1)[S+](C1=CC(=CC=C1)[N+](=O)[O-])C1=CC=CC=C1 diphenyl-(m-nitrophenyl)sulfonium